N-((6-(bis(pivaloyloxy)amino)-2,4-dimethylpyridin-3-yl)methyl)-4-((6-cyclopropylimidazo[1,2-a]pyridin-2-yl)methoxy)pyridin-2-amine C(C(C)(C)C)(=O)ON(C1=CC(=C(C(=N1)C)CNC1=NC=CC(=C1)OCC=1N=C2N(C=C(C=C2)C2CC2)C1)C)OC(C(C)(C)C)=O